(((R)-6-((S)-2-amino-3-phenylpropanamido)spiro[3.3]heptan-2-yl)oxy)nicotinamide hydrochloride salt Cl.N[C@H](C(=O)NC1CC2(CC(C2)OC2=C(C(=O)N)C=CC=N2)C1)CC1=CC=CC=C1